3-[4-(2-dimethylamino-ethoxy)-3-(4-fluoro-2-methyl-2H-pyrazol-3-yl)-phenyl]-urea CN(CCOC1=C(C=C(C=C1)NC(N)=O)C=1N(N=CC1F)C)C